ClC1=NC(=NC(=N1)C1=CC2=C(SC3=C2C=CC=C3)C=C1)C1=CC=CC=C1 2-chloro-4-(dibenzo[b,d]thiophen-2-yl)-6-phenyl-1,3,5-triazine